ClC(C(CO)O)C 3-chloro-1,2-butanediol